C(C)C=1N(C=2N(C(C1N1CCN(CC1)C(C1=NC=CC=C1O)=O)=O)N=C(N2)C2=CNCCC2)CC(=O)NC2=C(C=C(C=C2)C(F)(F)F)C 2-(5-ethyl-6-(4-(3-hydroxypicolinoyl)piperazin-1-yl)-7-oxo-2-(1,4,5,6-tetrahydropyridin-3-yl)-[1,2,4]triazolo[1,5-a]pyrimidin-4(7H)-yl)-N-(2-methyl-4-(trifluoromethyl)phenyl)acetamide